FC1(CC(C1)[C@H](CC(=O)N[C@@H](COC(F)F)C1=CC(=CC=C1)OC(F)F)O)F (S)-3-(3,3-difluorocyclobutyl)-N-((R)-2-(difluoromethoxy)-1-(3-(difluoromethoxy)phenyl)ethyl)-3-hydroxypropionamide